4-methyl-7-[4-(trifluoromethyl)phenyl]-4,5,7,9-tetrazatricyclo[6.4.0.02,6]dodeca-1(8),2,5,9,11-pentaene-11-carboxylic acid CN1C=C2C=3C=C(C=NC3N(C2=N1)C1=CC=C(C=C1)C(F)(F)F)C(=O)O